FC(CCSCC(F)(F)F)(F)F (2,2,2-trifluoroethyl) (3,3,3-trifluoro-n-propyl) sulfide